2,2-dimethyl-N-(trans-3-(o-tolyl)piperidin-4-yl)-3-((3-(trifluoromethyl)pyridin-2-yl)oxy)propanamide TFA salt OC(=O)C(F)(F)F.CC(C(=O)N[C@H]1[C@@H](CNCC1)C1=C(C=CC=C1)C)(COC1=NC=CC=C1C(F)(F)F)C